p-isopropyl-2-methylbenzaldehyde C(C)(C)C1=CC(=C(C=O)C=C1)C